Cl.ClC1=CC=C(C=C1)C(CC(C)C)N1C[C@@H](NC[C@H]1C)C (2S,5R)-4-(1-(4-chlorophenyl)-3-methylbutyl)-2,5-dimethylpiperazine hydrochloride